((R)-1-((R)-2-((3-chlorophenyl)sulfonamido)-4-morpholino-4-oxobutanamido)-4-phenylbutyl)boronic acid ClC=1C=C(C=CC1)S(=O)(=O)N[C@@H](C(=O)N[C@@H](CCCC1=CC=CC=C1)B(O)O)CC(=O)N1CCOCC1